C(C)(C)OC=1C=C(C=NC1)CC=1N(C=2C(=C3CC[C@@H](N(C3=CC2)C(=O)OC)C)N1)C1CCCCC1 (1R,3R)-3-((S)-2-((5-Isopropoxypyridin-3-yl)methyl)-6-(methoxycarbonyl)-7-methyl-6,7,8,9-tetrahydro-3H-imidazo[4,5-f]chinolin-3-yl)cyclohexan